[Ti].[V].[Al] aluminum-vanadium titanium